N1=C(N=CC=C1)N1N=CN=C1[C@H](C)NC(=O)NC1=C(C=C(C(=C1)Cl)Cl)Cl 1-[(1S)-1-(2-pyrimidin-2-yl-1,2,4-triazol-3-yl)ethyl]-3-(2,4,5-trichlorophenyl)urea